3-mercaptomethylthio-1,7-dimercapto-2,6-dithiaheptane SCSC(SCS)CCSCS